N3,N3,N12,N12-tetra([1,1'-biphenyl]-4-yl)benzo[2,3][1]benzofuro[5,6-b][1]benzofuro[3,2-e][1]benzofuran-3,12-diamine C1(=CC=C(C=C1)N(C1=CC2=C(C=C1)C1=C(C=CC3=C1C1=C(O3)C=C3C4=C(OC3=C1)C=C(C=C4)N(C4=CC=C(C=C4)C4=CC=CC=C4)C4=CC=C(C=C4)C4=CC=CC=C4)O2)C2=CC=C(C=C2)C2=CC=CC=C2)C2=CC=CC=C2